C(C)OC1=C(C=CC=C1)C1=CC=C(C(=N1)C(=O)N[C@@H]1CNCC1)N1[C@@H](CN(CC1)C(=O)N1[C@@H](CCC1)C(F)(F)F)CC 6-(2-ethoxyphenyl)-3-[(2R)-2-ethyl-4-[(2S)-2-(trifluoromethyl)pyrrolidine-1-carbonyl]piperazin-1-yl]-N-[(3S)-pyrrolidin-3-yl]pyridine-2-carboxamide